(3-(2,4,5-trifluoro-3-hydroxyphenyl)-1,2,4-oxadiazol-5-yl)methanone FC1=C(C=C(C(=C1O)F)F)C1=NOC(=N1)C=O